NC1=C(C=C(C=N1)C=1C=NC=CC1)O[C@H](C)C=1C=C(C=CC1)NC(C1=CC(=CC=C1)C)=O (R)-N-(3-(1-((6-amino-[3,3'-bipyridin]-5-yl)oxy)ethyl)phenyl)-3-methylbenzamide